C(\C=C\CCCCC)OC(CCCCC(=O)OCCCCCCBr)OC\C=C\CCCCC 6-bromohexyl 6,6-bis(((E)-oct-2-en-1-yl)oxy)hexanoate